C[Si]1(CCC(CCC1)NC(=O)C1=CC2=C(N=C(S2)C2=NC=CC=C2)N1)C N-(1,1-dimethylsilepan-4-yl)-2-(2-pyridyl)-4H-pyrrolo[2,3-d]thiazole-5-carboxamide